diethyl-ammonium di(methyl)dithiophosphate CSP(=S)(OC)[O-].C(C)[NH2+]CC